C(C)(C)N1C(=NC(=C1)C(F)(F)F)C1=CC=C(C=N1)CNC(OC(C)(C)C)=O tert-butyl ((6-(1-isopropyl-4-(trifluoromethyl)-1H-imidazol-2-yl)pyridin-3-yl)methyl)carbamate